N(=[N+]=[N-])CCOCCOCCOCCOCCC(=O)OC(C)(C)C tert-Butyl 1-azido-3,6,9,12-tetraoxapentadecan-15-oate